(S)-2-methyl-4-phenylmorpholine C[C@H]1CN(CCO1)C1=CC=CC=C1